C(C)OC1=CC=C(C=C1)N1C[C@@H]2[C@H](C1)CN(C2)C(=O)N2CCN(CC2)S(=O)(=O)C (cis-5-(4-ethoxyphenyl)hexahydropyrrolo[3,4-c]pyrrol-2(1H)-yl)(4-(methylsulfonyl)piperazin-1-yl)methanone